FC1=CC=C(C=C1)[C@@H]1N(CCC2=CC=CC=C12)C(=O)[C@@H]1OC[C@@H]([C@H](C1)NC(OC(C)(C)C)=O)C tert-butyl ((2R,4S,5R)-2-((S)-1-(4-fluorophenyl)-1,2,3,4-tetrahydroisoquinoline-2-carbonyl)-5-methyltetrahydro-2H-pyran-4-yl)carbamate